2-Chloro-N-(2-{4-[(6-cyclopropylpyridin-2-yl)oxy]piperidin-1-yl}-2-[4-(difluoromethyl)-1,3-thiazol-5-yl]ethyl)-6-fluorobenzamide ClC1=C(C(=O)NCC(C2=C(N=CS2)C(F)F)N2CCC(CC2)OC2=NC(=CC=C2)C2CC2)C(=CC=C1)F